(5-(6-(1-methyl-1H-pyrazol-4-yl)-1H-pyrrolo[2,3-b]pyridin-3-yl)pyrazolo[1,5-a]pyridin-3-yl)(4-methylpiperazin-1-yl)methanone CN1N=CC(=C1)C1=CC=C2C(=N1)NC=C2C2=CC=1N(C=C2)N=CC1C(=O)N1CCN(CC1)C